OC1=C(C=CC=C1)C=1OC2=C(CN1)C=CC=C2 2-(2-hydroxyphenyl)-4H-[1,3]-benzoxazine